C(C)(C)(C)OC(CN1N=C(C2=CC=CC=C12)C=1C(=NC(=CC1)OCC1=CC=CC=C1)OCC1=CC=CC=C1)=O tert-butyl-2-(3-(2,6-bis-(benzyloxy)-pyridin-3-yl)-1H-indazol-1-yl)-acetate